2-{[4-({2-[(2,4-dichlorophenoxy)methyl]pyridin-4-yl}methyl)piperidin-1-yl]methyl}-1-[(1-ethyl-1H-imidazol-5-yl)methyl]-1H-1,3-benzodiazole-6-carboxylic acid ClC1=C(OCC2=NC=CC(=C2)CC2CCN(CC2)CC2=NC3=C(N2CC2=CN=CN2CC)C=C(C=C3)C(=O)O)C=CC(=C1)Cl